C(C)(=O)C1=CN(C2=CC=C(C=C12)C=1C=NC(=NC1)C)CC(=O)N1NCCC1C(=O)NC=1C(=C(C=CC1)C1=C(C=CC=C1)Cl)F 2-(2-(3-acetyl-5-(2-methylpyrimidin-5-yl)-1H-indol-1-yl)acetyl)-N-(2'-chloro-2-fluorobiphenyl-3-yl)pyrazolidine-3-carboxamide